3-(4-(2,4-difluorophenoxy)-3-(6-methyl-7-oxo-6,7-dihydro-1H-pyrrolo[2,3-c]pyridin-4-yl)phenyl)-5-methylimidazoline-2,4-dione FC1=C(OC2=C(C=C(C=C2)N2C(NC(C2=O)C)=O)C=2C3=C(C(N(C2)C)=O)NC=C3)C=CC(=C1)F